C(C)(C)(C)OC(=O)N[C@H](C(=O)N1[C@@H](C[C@H](C1)OC1=NC2=CC(=CC=C2N=C1CC)OC)C(=O)OC)C(C)(C)C Methyl (2S,4R)-1-((S)-2-((tert-butoxycarbonyl)amino)-3,3-dimethylbutanoyl)-4-((3-ethyl-7-methoxyquinoxalin-2-yl)oxy)pyrrolidine-2-carboxylate